COC=1C=C(C=CC1OC)C1=NC(=CN1C)C1=CC(=C(C(=C1)OC)OC)OC (rac)-2-(3,4-dimethoxyphenyl)-3-methyl-5-(3,4,5-trimethoxyphenyl)imidazole